C(\C=C\CCCCCCCC)(=O)OC(CCCCCCCBr)C (E)-5-Bromopentyl-3-butyl undecenoate